(3S)-3-({6-cyclopropyl-7-[6-fluoro-5-methyl-2-(tri-phenylmethyl)-2H-indazol-4-yl]-8-{[4-(methoxycarbonyl)phenyl]methoxy}-2-[(2S)-2-methoxypropoxy]quinolin-4-yl}oxy)pyrrolidine C1(CC1)C=1C=C2C(=CC(=NC2=C(C1C=1C2=CN(N=C2C=C(C1C)F)C(C1=CC=CC=C1)(C1=CC=CC=C1)C1=CC=CC=C1)OCC1=CC=C(C=C1)C(=O)OC)OC[C@H](C)OC)O[C@@H]1CNCC1